N1=CC=C(C2=CC=NC=C12)B(O)O 1,7-NAPHTHYRIDIN-4-YLBORONIC ACID